3-(4-methoxyphenyl)benzo[f]quinoline COC1=CC=C(C=C1)C1=NC=2C=CC3=C(C2C=C1)C=CC=C3